C(C)OC1=CC=C(C(=O)NC2=CC=C(C=C2)[C@@H]2CNCCO2)C=C1 (R)-4-Ethoxy-N-(4-(morpholin-2-yl)phenyl)benzamide